4-[4-[6-(difluoromethyl)imidazo[1,2-a]pyridin-3-yl]pyrimidin-2-yl]-2-(1H-pyrazol-4-yl)morpholine FC(C=1C=CC=2N(C1)C(=CN2)C2=NC(=NC=C2)N2CC(OCC2)C=2C=NNC2)F